N-ethyl-N-(2,2,2-trifluoroethyl)cyanamide C(C)N(C#N)CC(F)(F)F